2,3,5,6-tetranitro-1,4-phenylenediamine [N+](=O)([O-])C1=C(C(=C(C(=C1[N+](=O)[O-])N)[N+](=O)[O-])[N+](=O)[O-])N